3-cyano-5-methoxy-2H-indazol-1-oxide C(#N)C=1N[N+](=C2C=CC(=CC12)OC)[O-]